Ethyl-3-iodopropionat C(C)OC(CCI)=O